2-Oxo-N-[(6-oxo-1H-pyridin-2-yl)methyl]-1H-quinoline-3-carboxamide O=C1NC2=CC=CC=C2C=C1C(=O)NCC=1NC(C=CC1)=O